N[C@@H](CSSC1CN(C1)C1=CC(=C2C(C(=CN(C2=N1)C=1SC=CN1)C(=O)O)=O)C)C(=O)O 7-(3-{[(2R)-2-amino-2-carboxyethyl]disulfanyl}azetidin-1-yl)-5-methyl-4-oxo-1-(1,3-thiazol-2-yl)-1,4-dihydro-1,8-naphthyridine-3-carboxylic acid